ClC=1C(=CC(=C(C1)C1=CC(=CC=C1)F)NS(=O)(=O)C=1C=C(C(=O)OC)C=CC1C1CC1)C#N Methyl 3-(N-(5-chloro-4-cyano-3'-fluoro-[1,1'-biphenyl]-2-yl)sulfamoyl)-4-cyclopropylbenzoate